C(C)(C)(C)C(C[C@@H](N)C(=O)[O-])C(=O)[O-] Gamma-tert-butyl-D-glutamate